5-(Azetidin-2-ylmethoxy)-2-methyl-4-nitro-N-(1-(7-vinylquinolin-5-yl)cyclopropyl)benzamide N1C(CC1)COC=1C(=CC(=C(C(=O)NC2(CC2)C2=C3C=CC=NC3=CC(=C2)C=C)C1)C)[N+](=O)[O-]